C1(CCC1)N1C(=NC2=C1C=C(C=C2)C(=O)O)C=2N(C(C(=C(N2)C(NC=2C=NOC2)=O)O)=O)C 1-cyclobutyl-2-(5-hydroxy-4-(isoxazol-4-ylcarbamoyl)-1-methyl-6-oxo-1,6-dihydropyrimidin-2-yl)-1H-benzo[d]imidazole-6-carboxylic acid